L-α-methylethylglycine CC(C)NCC(=O)O